C(C)C1C(=PCC1)CC diethylphospholene